5-carboxypentyl phosphate P(=O)(OCCCCCC(=O)O)([O-])[O-]